1-(4-((4-chloro-7-(phenylsulfonyl)-7H-pyrrolo[2,3-d]pyrimidin-6-yl)(hydroxy)methyl)piperidin-1-yl)prop-2-en-1-one ClC=1C2=C(N=CN1)N(C(=C2)C(C2CCN(CC2)C(C=C)=O)O)S(=O)(=O)C2=CC=CC=C2